C(C1=CC=CC=C1)N1CCN(CC1)CC(=O)NN=CC1=C(C(=CC=C1)CC=C)O 2-(4-benzylpiperazin-1-yl)-N-[(2-hydroxy-3-prop-2-enyl-phenyl)methyleneamino]acetamide